NC=1C=CC(=NC1)OC([2H])([2H])[2H] 5-amino-2-methoxy-d3-pyridine